β-hydroxyvaline OC([C@H](N)C(=O)O)(C)C